C(C)C(COC1=CC=C(C=C1)C(C(CCCCCC)=O)C1=CC=CC=C1)CCCC 4-(2-ethylhexyloxy)phenyl-1-phenyloctanone